(((4-(dimethylamino)butanoyl)oxy)methyl)propane-1,3-diylbis(octadeca-9,12-dienoate) CN(CCCC(=O)OCOC(CCCCCCCC=CCC=CCCCCCCCCCCCCCC=CCC=CCCCCCCCC(=O)[O-])=O)C